C1(CC1)C(=O)NC=1C=C2C(=CN=C(C2=CN1)NCC)C=1OC2=C(N1)C=C(C=C2)N2CC1CN(CC(C2)O1)C(=O)OC(C)(C)C tert-butyl 7-(2-(6-(cyclopropanecarboxamido)-1-(ethylamino)-2,7-naphthyridin-4-yl)benzo[d]oxazol-5-yl)-9-oxa-3,7-diazabicyclo[3.3.1]nonane-3-carboxylate